N-((3R,4S)-4-((6-(2,6-dichloro-3,5-dimethoxyphenyl)-8-(((1-methyl-1H-pyrazol-4-yl)methyl)amino)pyrido[3,4-d]pyrimidin-2-yl)amino)tetrahydrofuran-3-yl)acrylamide ClC1=C(C(=C(C=C1OC)OC)Cl)C1=CC2=C(N=C(N=C2)N[C@H]2[C@H](COC2)NC(C=C)=O)C(=N1)NCC=1C=NN(C1)C